rac-rel-tert-butyl (1R,5S)-1-(dimethylcarbamoyl)-5-(5-(piperidin-1-ylmethyl)-5,6-dihydro-1,4,2-dioxazin-3-yl)-3-azabicyclo[3.2.0]heptane-3-carboxylate CN(C(=O)[C@]12CN(C[C@@]2(CC1)C1=NOC[C@H](O1)CN1CCCCC1)C(=O)OC(C)(C)C)C |o1:4,8,15|